(2-(1H-pyrazol-1-yl)benzyl)-2-(4-(aminomethyl)piperidin-1-yl)-9-isopropyl-9H-purin-6-amine N1(N=CC=C1)C1=C(CC=2N(C3=NC(=NC(=C3N2)N)N2CCC(CC2)CN)C(C)C)C=CC=C1